3-methyl-2-(4-(((3S,5R)-3-methyl-5-(4-methyl-1-oxo-1,3-dihydroisobenzofuran-5-yl)piperazin-1-yl)methyl)-1H-pyrazol-1-yl)isonicotinonitrile CC1=C(C#N)C=CN=C1N1N=CC(=C1)CN1C[C@@H](N[C@@H](C1)C=1C(=C2COC(C2=CC1)=O)C)C